Cis-2,6-dimethylmorpholine C[C@@H]1CNC[C@@H](O1)C